1-(3-methoxy-2-bromophenyl)ethanone COC=1C(=C(C=CC1)C(C)=O)Br